7-(PYRIMIDIN-4-YL)QUINOLIN-4(1H)-ONE N1=CN=C(C=C1)C1=CC=C2C(C=CNC2=C1)=O